C(C)(=O)N1CCC(CC1)(O)C=1C(N(C2=C(C(=NC(=C2C1)N[C@H](C)C1=C(C(=CC=C1)C(F)F)F)C)C#C[C@H]1N(CCC1)C)C)=O (1-acetyl-4-hydroxypiperidin-4-yl)-5-(((R)-1-(3-(difluoromethyl)-2-fluorophenyl)ethyl)amino)-1,7-dimethyl-8-(((S)-1-methylpyrrolidin-2-yl)ethynyl)-1,6-naphthyridin-2(1H)-one